CN[C@@H](CSC[C@H](N)C(=O)O)C(=O)O N-methyl-lanthionine